COC1=CC(=C(C=C1)[C@H]1COC2=CC(=CC=C2C1)O)C (3S)-3-(4-Methoxy-2-methylphenyl)-3,4-dihydro-2H-chromen-7-ol